N1(C=NC=C1)C=1N=C(C2=C(N1)C=CN2)C(=O)OCC ethyl 2-(imidazol-1-yl)-5H-pyrrolo[3,2-d]pyrimidine-4-carboxylate